C(C)(=O)N1CCN(CC1)C1=CC=C(C=N1)NC1=NC=C(C(=N1)N1CCC2(CCNC2=O)CC1)C 8-(2-((6-(4-acetylpiperazin-1-yl)pyridin-3-yl)amino)-5-methylpyrimidin-4-yl)-2,8-diazaspiro[4.5]decan-1-one